ClC=1C=C(C(=NC1)O)NC(=O)C1CC2(CC(C2)NC(=O)C=2OC(=CC2)SC)C1 N-[6-[(5-chloro-2-hydroxy-3-pyridinyl)carbamoyl]spiro[3.3]heptan-2-yl]-5-methylsulfanyl-furan-2-carboxamide